((1R,4r)-4-(1,3,4-oxadiazol-2-yl)cyclohexyl)carbamic acid benzyl ester C(C1=CC=CC=C1)OC(NC1CCC(CC1)C=1OC=NN1)=O